(1s,4s)-4-(8-(3-chlorophenylamino)-2-(4-methyltetrahydro-2H-pyran-4-ylamino)-9H-purin-9-yl)cyclohexanecarboxamide ClC=1C=C(C=CC1)NC=1N(C2=NC(=NC=C2N1)NC1(CCOCC1)C)C1CCC(CC1)C(=O)N